[4aS,9bR]-ethyl 5-(2-amino-2-oxoethyl)-6-bromo-3,4,4a,5-tetrahydro-1H-pyrido[4,3-b]indole-2(9bH)-carboxylate NC(CN1[C@@H]2[C@H](C=3C=CC=C(C13)Br)CN(CC2)C(=O)OCC)=O